rac-tert-butyl (2R,5S)-5-methyl-2-(3-piperidyl)piperidine-1-carboxylate C[C@H]1CC[C@@H](N(C1)C(=O)OC(C)(C)C)[C@H]1CNCCC1 |&1:14|